N-Boc-L-norvaline C(=O)(OC(C)(C)C)N[C@@H](CCC)C(=O)O